Cl.Cl.CNC=1N=C(C2=C(N1)C(=NC(=N2)NC)NCCC)NCC(C)(O)C 1-(2,6-Bis-methylamino-8-propylamino-pyrimido[5,4-d]pyrimidin-4-yl-amino)-2-methyl-propan-2-ol bishydrochloride